Cl.ClC=1C=C(C(=C(C1)C=1C=C2C(=NNC2=CC1)NC(=O)C1CCN(CC1)C)F)C N-[5-(5-chloro-2-fluoro-3-methylphenyl)-1H-indazol-3-yl]-1-methylpiperidine-4-carboxamide hydrochloride